C(C)(C)(C)OC(=O)N1C(CC(CC1)(C)C)CO.OC[C@H]1NCCC[C@H]1CN (2S,3S)-2-hydroxymethyl-3-aminomethyl-piperidine tert-butyl-2-(hydroxymethyl)-4,4-dimethyl-piperidine-1-carboxylate